(4-(4-amino-7-isopropylimidazo[5,1-f][1,2,4]triazin-5-yl)benzyl)-2-methoxybenzamide NC1=NC=NN2C1=C(N=C2C(C)C)C2=CC=C(CC=1C(=C(C(=O)N)C=CC1)OC)C=C2